1,1-dichloromethoxymethane ClCOCOCCl